ClC=1C(=CC(=NC1)N)OC1=C(C=C(C=C1)[N+](=O)[O-])F 5-chloro-4-(2-fluoro-4-nitrophenoxy)pyridin-2-amine